diaminotriphenylphosphine NC=1C(=C(C=CC1)P(C1=CC=CC=C1)C1=CC=CC=C1)N